OC(CCCCCC)P(O)=O alpha-hydroxyheptyl-phosphinic acid